BrC=1C=C(C2=C(CC(N(CC2C2=C(C=CC(=C2)F)Cl)S(=O)(=O)C2=CC=C(C)C=C2)=C=O)C1)NC(C1=CC(=CC(=C1)C(F)(F)F)F)=O N-(8-bromo-5-(2-chloro-5-fluorophenyl)-2-carbonyl-3-tosyl-2,3,4,5-tetrahydro-1H-benzo[d]azepin-6-yl)-3-fluoro-5-(trifluoromethyl)benzamide